3-(1-oxo-5-(((1R,2S)-2-(3-(quinolin-4-yl)azetidin-1-yl)cyclopentyl)oxy)isoindolin-2-yl)piperidine-2,6-dione O=C1N(CC2=CC(=CC=C12)O[C@H]1[C@H](CCC1)N1CC(C1)C1=CC=NC2=CC=CC=C12)C1C(NC(CC1)=O)=O